S1C(=CC=C1)C(\C=C(\C(F)(F)F)/C1=CC=CC=C1)=O (E)-1-(2-thienyl)-4,4,4-trifluoro-3-phenyl-2-buten-1-one